phenyl[(phenanthrenyl)naphthaleneyl]chrysene C1(=CC=CC=C1)C1=C(C=2C=CC3=C4C=CC=CC4=CC=C3C2C=C1)C1=C(C=CC2=CC=CC=C12)C1=CC=CC=2C3=CC=CC=C3C=CC12